3,5-di-O-(p-toluoyl)-2-deoxy-D-ribofuranosyl chloride C1(=CC=C(C=C1)C(=O)O[C@H]1CC(O[C@@H]1COC(=O)C1=CC=C(C=C1)C)Cl)C